FC1=C(C(=CC=C1)F)C(\C(\C(=O)OCC)=N/NC1=CC=C(C=C1)OC(F)(F)F)=O ethyl (2E)-3-(2,6-difluorophenyl)-3-oxo-2-[[4-(trifluoromethoxy)phenyl]hydrazono]propanoate